4-phenylmethoxybutyl (2E,4E)-5-fluoro-2-methylhex-2-enoate FC(C/C=C(/C(=O)OCCCCOCC1=CC=CC=C1)\C)C